CC=1C=CC(=C(C1)N1/C(/SCC1=O)=N/C(=O)NC1=CC=C(C=C1)C=1N=NN(C1)C1=CC=C(C=C1)OC(F)(F)F)OCCCC(F)(F)F (Z)-1-(3-(5-methyl-2-(4,4,4-trifluorobutoxy)phenyl)-4-oxothiazolidin-2-ylidene)-3-(4-(1-(4-(trifluoromethoxy)phenyl)-1H-1,2,3-triazol-4-yl)phenyl)urea